BrC1(CN(C2=C(O1)C=C(C=C2)F)C(C)C)C2=C(C=CC=C2F)Cl Bromo-2-(2-chloro-6-fluorophenyl)-7-fluoro-4-isopropyl-3,4-dihydro-2H-benzo[b][1,4]oxazine